tert-Butyl N-{[4-(2-fluoro-5-cyanobenzamido)phenyl]ethyl}carbamate FC1=C(C(=O)NC2=CC=C(C=C2)CCNC(OC(C)(C)C)=O)C=C(C=C1)C#N